2,2'-[(4-hydroxyphenyl)methylene]bis[3,5,6-trimethylphenol] OC1=CC=C(C=C1)C(C1=C(C(=C(C=C1C)C)C)O)C1=C(C(=C(C=C1C)C)C)O